butyl ((4'-((2-(tert-butyl)-1H-imidazol-1-yl)methyl)-5-isobutyl-[1,1'-biphenyl]-2-yl)sulfonyl)carbamate C(C)(C)(C)C=1N(C=CN1)CC1=CC=C(C=C1)C1=C(C=CC(=C1)CC(C)C)S(=O)(=O)NC(OCCCC)=O